1-(2-chloro-4-((5-(2-methoxyethoxy)-2,3-dihydro-[1,4]dioxino[2,3-f]quinazolin-10-yl)amino)phenyl)-3-(4-fluorophenyl)urea ClC1=C(C=CC(=C1)NC1=NC=NC2=CC(=C3C(=C12)OCCO3)OCCOC)NC(=O)NC3=CC=C(C=C3)F